2-Chloro-5-{[(3,3-dimethylbutyryl)amino]methyl}-N-[1-(2,6-dimethylpyridin-4-yl)-1H-indazol-4-yl]benzamide ClC1=C(C(=O)NC2=C3C=NN(C3=CC=C2)C2=CC(=NC(=C2)C)C)C=C(C=C1)CNC(CC(C)(C)C)=O